O=C1C(=NN(C2=CC=CC(=C12)SCC(F)(F)F)C1=CC=C(C=C1)OC(F)(F)F)C(=O)OCC ethyl 4-oxo-5-(2,2,2-trifluoroethylsulfanyl)-1-[4-(trifluoromethoxy)phenyl]cinnoline-3-carboxylate